C(C)(C)(C)OC(=O)N(CC)CC=1C=C(C(=NC1)OC)B(O)O (5-(((tert-butoxycarbonyl)(ethyl)amino)methyl)-2-methoxypyridin-3-yl)boronic acid